1-(2-(3-Fluoro-5-(trifluoromethyl)benzyl)pyridin-4-yl)-5-(hydroxymethyl)-3-methyl-1H-pyrazol-4-carboxamid FC=1C=C(CC2=NC=CC(=C2)N2N=C(C(=C2CO)C(=O)N)C)C=C(C1)C(F)(F)F